phosphosalicylic acid P(=O)(=O)OC=1C(C(=O)O)=CC=CC1